4,6-dichloro-5-formylpyrimidine ClC1=NC=NC(=C1C=O)Cl